NCO[Si](OC)(OC)C1=NN=NC=C1 aminotriazinyl-trimethoxysilane